(±)-2,5-dimethoxy-4-iodoamphetamine hydrochloride Cl.COC1=C(C[C@H](N)C)C=C(C(=C1)I)OC |r|